tert-butyl N-[3-[5-(2,5-difluorophenyl)-3-[methyl-[2-[2-[2-[2-(3-oxopropoxy)ethoxy]ethoxy]ethoxy]ethyl]carbamoyl]-2-phenyl-1,3,4-thiadiazol-2-yl]propyl]carbamate FC1=C(C=C(C=C1)F)C1=NN(C(S1)(C1=CC=CC=C1)CCCNC(OC(C)(C)C)=O)C(N(CCOCCOCCOCCOCCC=O)C)=O